(5-chloro-6-oxo-1,6-dihydropyridazin-4-yl)-3-(4-fluoro-2-(trifluoromethyl)benzyl)-N-methyl-5,6,7,8-tetrahydroimidazo[1,2-a]pyrazine-2-carboxamide ClC1=C(C=NNC1=O)C1CNCC=2N1C(=C(N2)C(=O)NC)CC2=C(C=C(C=C2)F)C(F)(F)F